thiazolocarbazole S1C=NC=2C=CC=3C=4C=CC=CC4NC3C21